C(C)(=O)NC1=NC=CC(=C1)C1=C(N=C(N1)SC)C1=C(C=CC=C1)NC(C1=CC=NC=C1)=O N-(2-(5-(2-acetamidopyridin-4-yl)-2-(methylthio)-1H-imidazol-4-yl)phenyl)isonicotinamide